Pyridin-3-ium tetrafluoroborate F[B-](F)(F)F.N1=C[CH2+]=CC=C1